Cl.FC(C1CNCC1)(F)F 3-trifluoromethylpyrrolidin hydrochloride